FC(C=1C(=NC=CC1)OCC(C)(C)C(C(=O)N)C1N(CCC1)C)F (1-((3-(difluoromethyl)pyridin-2-yl)oxy)-2-methylpropan-2-yl)-2-(1-methylpyrrolidin-2-yl)acetamide